magnesium sodium chloride salt [Cl-].[Na+].[Mg+2].[Cl-].[Cl-]